(2-(2,5-dimethyl-1H-pyrrol-1-yl)-8-methyl-[1,2,4]triazolo[1,5-a]pyridin-7-yl)boronic acid CC=1N(C(=CC1)C)C1=NN2C(C(=C(C=C2)B(O)O)C)=N1